C(C)OC[C@]1(CN(CC1)CC=1C=CC(=NC1)OC)CCC1=CC=C(C=C1)F (R)-5-((3-(ethoxymethyl)-3-(4-fluorophenethyl)pyrrolidin-1-yl)methyl)-2-methoxypyridine